2-Amino-7-fluoro-4-[5-fluoro-3-[[(2S)-4-methylmorpholin-2-yl]methoxy]-7,9-dihydrofuro[3,4-f]quinazolin-6-yl]thieno[3,2-c]pyridine-3-carbonitrile NC1=C(C=2C(=NC=C(C2S1)F)C=1C2=C(C=3C=NC(=NC3C1F)OC[C@@H]1CN(CCO1)C)COC2)C#N